C1(=C(C(=CC(=C1)C)C)S(=O)(=O)N(CC(=O)O)C1=CC=C(C=C1)NC1=NC(=NC=C1)N1CCCC1)C N-(mesitylenesulfonyl)-N-(4-((2-(pyrrolidine-1-yl)pyrimidine-4-yl)amino)phenyl)glycine